C(CCCCCCCCCCCC=CCCCCCC)(=O)OCCCCCCCCCCCCCCCCC(=O)O 17-(eicosa-13-enoyloxy)-heptadecanoic acid